(((2S,4S)-4-((benzyloxy)methyl)-2-phenyl-1,3-dioxolan-2-yl)methyl)-1H-benzo[d][1,2,3]triazole C(C1=CC=CC=C1)OC[C@@H]1O[C@@](OC1)(C1=CC=CC=C1)CN1N=NC2=C1C=CC=C2